C[Si](CCOCN1N=CC(=C1)B(O)O)(C)C (1-((2-(trimethylsilyl)ethoxy)methyl)-1H-pyrazol-4-yl)boronic acid